N-((4-(5-amino-4-cyano-1-(oxetan-3-yl)-1H-pyrazol-3-yl)-1H-indazol-7-yl)methyl)-5-fluoro-2-methoxybenzamide NC1=C(C(=NN1C1COC1)C1=C2C=NNC2=C(C=C1)CNC(C1=C(C=CC(=C1)F)OC)=O)C#N